CC=1C=C(C=C(C1)C)C1=NC2=CC=CC=C2C=C1C(C)C 2-(3,5-dimethylphenyl)-3-isopropylquinoline